N1,N1,N6,N6-tetrakis([1,1'-biphenyl]-3-yl)pyrene-1,6-diamine C1(=CC(=CC=C1)N(C1=CC=C2C=CC=3C(=CC=C4C=CC1=C2C34)N(C=3C=C(C=CC3)C3=CC=CC=C3)C=3C=C(C=CC3)C3=CC=CC=C3)C=3C=C(C=CC3)C3=CC=CC=C3)C3=CC=CC=C3